C12(CC(C1)C2)NC(=O)C=2C=1C=CN(C1C=CC2Br)C N-(1-bicyclo[1.1.1]pentanyl)-5-bromo-1-methyl-indole-4-carboxamide